C(C)(C)(C)OC(=O)N1[C@H](C[C@@](CC1)(C1=NN=CN1C)F)C.COC1=CC=C(C=C1)C(=O)NO |r| p-methoxybenzenehydroxamic acid (rac)-tert-butyl-cis-4-fluoro-2-methyl-4-(4-methyl-4H-1,2,4-triazol-3-yl)piperidine-1-carboxylate